tert-butyl 8-[1-(2,6-dioxo-3-piperidyl)-3-methyl-2-oxo-benzimidazol-5-yl]-2,8-diazaspiro[3.5]nonane-2-carboxylate O=C1NC(CCC1N1C(N(C2=C1C=CC(=C2)N2CCCC1(CN(C1)C(=O)OC(C)(C)C)C2)C)=O)=O